(6S,7S)-6-((2-fluoro-[1,1'-biphenyl]-3-yl)methyl)-N,N-dimethyl-7-(methylsulfonamido)-5-azaspiro[2.4]heptane-5-carboxamide FC1=C(C=CC=C1C[C@@H]1N(CC2(CC2)[C@@H]1NS(=O)(=O)C)C(=O)N(C)C)C1=CC=CC=C1